C(C)(C)(C)C1=C(C(=CC(=C1)CC)C(C)C)O 2-(tert-butyl)-4-ethyl-6-isopropyl-phenol